C1(=CC=CC=C1)[C@H](C(=O)O)CC(=O)O |r| racemic-phenylsuccinic acid